(trans)-[4-(2-tetrahydropyran-4-yl-3H-imidazo[4,5-b]pyridin-7-yl)-1-piperidyl]-[4-(2,2,2-trifluoroethyl)cyclohexyl]methanone O1CCC(CC1)C1=NC=2C(=NC=CC2C2CCN(CC2)C(=O)[C@@H]2CC[C@H](CC2)CC(F)(F)F)N1